5-(3-(1,3-dimethyl-1H-pyrazol-4-yl)-2-fluoro-6-hydroxyphenyl)-1,2,5-thiadiazolidin-3-one 1,1-dioxide CN1N=C(C(=C1)C=1C(=C(C(=CC1)O)N1CC(NS1(=O)=O)=O)F)C